1-amino-4-[4-hydroxyphenylamino]-9,10-dioxo-9,10-dihydro-anthracene-2-sulfonate NC1=C(C=C(C=2C(C3=CC=CC=C3C(C12)=O)=O)NC1=CC=C(C=C1)O)S(=O)(=O)[O-]